NC1=C(C=C(C=C1)C1=CC=C(C=C1)F)NC(C1=CC=C(C=C1)S(=O)(=N)C1=CN=C(N1)OC)=O N-[2-amino-5-(4-fluorophenyl)phenyl]-4-[(2-methoxy-1H-imidazol-5-yl)sulfonimidoyl]benzamide